C(C)(C)(C)OC(=O)N1CC(C1)C=O 3-Formyl-azetidine-1-carboxylic acid tert-butyl ester